Adenylsuccinic acid C1=NC(=C2C(=N1)N(C=N2)[C@H]3[C@@H]([C@@H]([C@H](O3)COP(=O)(O)O)O)O)NC(CC(=O)O)C(=O)O